5-[[4-(4-aminophenyl)-1-piperidyl]methyl]-2-[5-[3-[3-[[ethyl(methyl)sulfamoyl]amino]-2,6-difluoro-benzoyl]-1H-pyrrolo[2,3-b]pyridin-5-yl]pyrimidin-2-yl]-3,4-dihydro-1H-isoquinoline NC1=CC=C(C=C1)C1CCN(CC1)CC1=C2CCN(CC2=CC=C1)C1=NC=C(C=N1)C=1C=C2C(=NC1)NC=C2C(C2=C(C(=CC=C2F)NS(N(C)CC)(=O)=O)F)=O